(5'S,7a'R)-1-(2,5-difluorobenzene-1-carbonyl)-5'-(3-fluorophenyl)tetrahydro-3'H-spiro[piperidine-4,2'-pyrrolo[2,1-b][1,3]oxazol]-3'-one FC1=C(C=C(C=C1)F)C(=O)N1CCC2(C(N3[C@H](O2)CC[C@H]3C3=CC(=CC=C3)F)=O)CC1